(1r,4r)-4-((5-(3-(2,2-difluoroethyl)-2-methyl-3H-imidazo[4,5-b]pyridin-5-yl)-7H-pyrrolo[2,3-d]pyrimidin-2-yl)amino)-1-methylcyclohexan-1-ol FC(CN1C(=NC=2C1=NC(=CC2)C2=CNC=1N=C(N=CC12)NC1CCC(CC1)(O)C)C)F